ClC=1C=CC(=C2C=NN(C(C12)=O)C)C(C1=CC2(CN(C2)C(=O)OC(C)(C)C)C1)C1COC1 tert-butyl 6-((8-chloro-2-methyl-1-oxo-1,2-dihydrophthalazin-5-yl)(oxetan-3-yl)methyl)-2-azaspiro[3.3]hept-5-ene-2-carboxylate